ClC=1N=NC(=C(N1)N1CC2(CN(C2)[C@H](CCCN(C)CCOC)C(C)C)CC1)Cl (R)-4-(6-(3,6-dichloro-1,2,4-triazin-5-yl)-2,6-diazaspiro[3.4]octan-2-yl)-N-(2-methoxyethyl)-N,5-dimethylhexan-1-amine